(5R)-N-[(3S)-6-fluoro-8-methyl-4-oxo-3,5-dihydro-2H-1,5-benzoxazepin-3-yl]-5-(trifluoromethyl)-5,6,7,8-tetrahydro-[1,2,4]triazolo[1,5-a]pyridine-2-carboxamide FC1=CC(=CC2=C1NC([C@H](CO2)NC(=O)C2=NN1C(CCC[C@@H]1C(F)(F)F)=N2)=O)C